5-(hydroxyphenyl)-γ-valerolactone C1CC(=O)OC1CC2=CC=CC=C2O